C(C1=CC=CC=C1)(=O)OCCOCCOCCOCCCC 2-(2-(2-butoxyethoxy)ethoxy)ethyl benzoate